ethyl (R)-5-((1-(2-methoxypyridin-3-yl)ethyl)amino)pyrazolo[1,5-a]pyrimidine-3-carboxylate COC1=NC=CC=C1[C@@H](C)NC1=NC=2N(C=C1)N=CC2C(=O)OCC